FC1=C(C(=O)NC=2SC=C(N2)C(C)(C#C)C2=CC=C(C=C2)OC)C(=CC(=C1)N1CC(NCC1)CO)F 2,6-difluoro-4-(3-(hydroxymethyl)piperazin-1-yl)-N-(4-(2-(4-methoxyphenyl)but-3-yn-2-yl)thiazol-2-yl)benzamide